BrC=1C=C(C2=C(N(N=N2)C(C)C2=C(C=C(C=C2)Cl)Cl)C1)CC 6-bromo-1-(1-(2,4-dichlorophenyl)ethyl)-4-ethyl-1H-benzo[d][1,2,3]triazole